COC(=O)C1C(CCC(C1)(C)N1CCC(CC1)OC)=O methyl-5-(4-methoxy-1-piperidyl)-5-methyl-2-oxidanylidene-cyclohexanecarboxylate